B(O)(O)O.ClC1=C(C(=O)N([C@@H](CC(C)C)C(=O)O)NC(CCC2=CC=C(C=C2)C(F)(F)F)=O)C=C(C=C1)Cl (S)-N-(2,5-dichlorobenzoyl)-3-(4-trifluoromethyl-phenyl)propionamido-D-leucine borate